N[C@@H]([C@@H](C(=O)N[C@H](C(=O)O)CC1=CC=C(C=C1)OC(F)(F)F)O)CC1=CC=CC=C1 (S)-2-((2S,3R)-3-amino-2-hydroxy-4-phenylbutanamido)-3-(4-(trifluoromethoxy)phenyl)propanoic acid